1-hydroxy-5-(trifluoromethyl)-1,3-dihydrobenzo[c][1,2]oxaborole-6-carboxylic acid perfluorophenyl ester FC1=C(C(=C(C(=C1F)F)F)F)OC(=O)C=1C(=CC2=C(B(OC2)O)C1)C(F)(F)F